ClC1=C(C=CC=C1)N1C(SC(=CC1O)C1=CC=CC=C1)=S 3-(2-chlorophenyl)-4-hydroxy-6-phenyl-1,3-thiazine-2-thione